3,5-dimethyl-4-(8-methyl-2-methylsulfanyl-7-oxo-pyrido[2,3-d]pyrimidin-6-yl)piperazine-1-carboxylic acid tert-butyl ester C(C)(C)(C)OC(=O)N1CC(N(C(C1)C)C1=CC2=C(N=C(N=C2)SC)N(C1=O)C)C